dimethyloctane CCC(C)CCCC(C)C